O1CCN(CC1)C1=CC=C(C=N1)S(=O)(=O)Cl 6-morpholinopyridine-3-sulfonyl chloride